5-bromo-3-((3-cyclopropylpyridin-4-yl)methoxy)pyrazin-2-amine BrC=1N=C(C(=NC1)N)OCC1=C(C=NC=C1)C1CC1